2,7-bis[9,9-di(4-methylphenyl)-fluoren-2-yl]-9,9-di(4-methylphenyl)fluorene CC1=CC=C(C=C1)C1(C2=CC=CC=C2C=2C=CC(=CC12)C1=CC=2C(C3=CC(=CC=C3C2C=C1)C1=CC=2C(C3=CC=CC=C3C2C=C1)(C1=CC=C(C=C1)C)C1=CC=C(C=C1)C)(C1=CC=C(C=C1)C)C1=CC=C(C=C1)C)C1=CC=C(C=C1)C